C(C1=CC=CC=C1)(C1=CC=CC=C1)C1=CC(OC1C)=O 4-benzhydryl-5-methylfuran-2(5H)-one